ClC1=CC=2N(C(N(CC2C=N1)C1=C(C=CC=C1C)F)=O)[C@@H]1CC[C@H](CC1)NC(OC(C)(C)C)=O trans-tert-butyl N-[4-[7-chloro-3-(2-fluoro-6-methyl-phenyl)-2-oxo-4H-pyrido[4,3-d]pyrimidin-1-yl]cyclohexyl]carbamate